(E)-3-(2,5-dichloro-4-ethoxyphenyl)prop-2-en-1-ol ClC1=C(C=C(C(=C1)OCC)Cl)/C=C/CO